N-((1s,3s)-3-((5-(5-methyl-1,3,4-oxadiazol-2-yl)-1H-pyrrolo[2,3-b]pyridin-4-yl)amino)cyclobutyl)propane-1-sulfonamide CC1=NN=C(O1)C=1C(=C2C(=NC1)NC=C2)NC2CC(C2)NS(=O)(=O)CCC